(R,E)-N-(1-(3,5-difluorophenyl)ethyl)-3-(2-(pyridin-2-yl)vinyl)-1H-pyrazolo[4,3-b]pyridin-5-amine FC=1C=C(C=C(C1)F)[C@@H](C)NC1=CC=C2C(=N1)C(=NN2)\C=C\C2=NC=CC=C2